N-(5-(2,3-Dihydrobenzo[b][1,4]dioxine-6-carboxamido)-2-fluorophenyl)-6-(((1S,4S)-5-ethyl-2,5-diazabicyclo[2.2.1]heptan-2-yl)methyl)thieno[2,3-b]pyridine-2-carboxamide O1C2=C(OCC1)C=C(C=C2)C(=O)NC=2C=CC(=C(C2)NC(=O)C2=CC=1C(=NC(=CC1)CN1[C@@H]3CN([C@H](C1)C3)CC)S2)F